(5ar,6s,7s,8r,8as)-5a-(4-azidophenyl)-7-((3,3-difluoroazetidin-1-yl)methyl)-1,3-dimethoxy-6-phenyl-5a,6,7,8-tetrahydro-8aH-cyclopenta[4,5]furo[3,2-c]pyridine-8,8a-diol N(=[N+]=[N-])C1=CC=C(C=C1)[C@]12[C@](C=3C(=NC(=CC3O1)OC)OC)([C@@H]([C@@H]([C@H]2C2=CC=CC=C2)CN2CC(C2)(F)F)O)O